C(=CC)C1=CC=2CC3=CC=CC=C3C2C=C1 2-(propen-1-yl)-9H-fluorene